[O-2].[Zr+4].[Ti+4].[O-2].[O-2].[O-2] titanium-zirconium oxide